COC=1C(=NC=CC1)N1CCN(CC1)[C@H]1CC2(CNC2C(=O)OCC)CC1 Ethyl (6R)-6-[4-(3-methoxypyridin-2-yl)piperazin-1-yl]-2-azaspiro[3.4]octanecarboxylate